FC(C1=C(C(=CC=C1)C(F)(F)F)OP(O)(O)=O)(F)F 2,6-bis(trifluoromethyl)phenyl-phosphoric acid